7-chloro-3-(5-(difluoromethyl)-1,3,4-thiadiazol-2-yl)-1-ethyl-2-oxo-2,3-dihydro-1H-benzo[d]imidazole-5-sulfonyl fluoride ClC1=CC(=CC2=C1N(C(N2C=2SC(=NN2)C(F)F)=O)CC)S(=O)(=O)F